(E)-1-(5,5-dimethoxypent-3-en-1-yn-3-yl)-4-methoxybenzene COC(/C=C(\C#C)/C1=CC=C(C=C1)OC)OC